2'-Chloro-N-(5-(6-chloro-4-methyl-picolinoyl)-5,6-dihydro-4H-pyrrolo[3,4-d]thiazol-2-yl)-5'-methoxy-6-methyl-[4,4'-bipyridine]-3-carboxamide ClC1=NC=C(C(=C1)C1=C(C=NC(=C1)C)C(=O)NC=1SC2=C(N1)CN(C2)C(C2=NC(=CC(=C2)C)Cl)=O)OC